5-[4-(6-cyclopentylsulfanyl-2-pyridyl)phenyl]pentanoic acid C1(CCCC1)SC1=CC=CC(=N1)C1=CC=C(C=C1)CCCCC(=O)O